ClC1=CC2=C(N(C(N=C2N2CCN(C3CC23)C(=O)OC(C)(C)C)=O)C=2C(=NC=CC2C)C(C)C)N=C1C1=C(C=CC=C1)F (M)-tert-Butyl 5-(6-chloro-7-(2-fluorophenyl)-1-(2-isopropyl-4-methylpyridin-3-yl)-2-oxo-1,2-dihydropyrido[2,3-d]pyrimidin-4-yl)-2,5-diazabicyclo[4.1.0]heptane-2-carboxylate